C1(CCCCC1)CNCCNCC1CCCCC1 N,N'-bis(cyclohexylmethyl)-1,2-ethanediamine